C(C)(=O)C1=NN(C(C1C(=O)OC1=CC=C(C=C1)[N+](=O)[O-])=O)C1=CC=C(C=C1)OC 4-nitrophenyl 3-acetyl-1-(4-methoxyphenyl)-5-oxo-4,5-dihydro-1H-pyrazole-4-carboxylate